(2-bromophenyl)-4,4-dimethyltetrahydro-2H-pyran BrC1=C(C=CC=C1)C1OCCC(C1)(C)C